4,7,10,13,16-pentaoxaoctadecanoate C(CCOCCOCCOCCOCCOCC)(=O)[O-]